ClC=1C=CC=2N(C1)N=CC2S(=O)(=O)NC=2C(=NC(=C(C2)F)[C@H]2C(C2)(F)F)OC([2H])([2H])[2H] (S)-6-chloro-N-(6-(2,2-difluorocyclopropyl)-5-fluoro-2-(methoxy-d3)pyridin-3-yl)pyrazolo[1,5-a]pyridine-3-sulfonamide